N1N=CN=C1 [1,2,4]triazol